C(C)(=O)OCC[C@H](N)C(=O)O O-ACETYL-HOMOSERINE